4-bromo-2-[4-(prop-2-en-1-yl)piperidin-1-yl]naphthalene-1-carboxylic acid BrC1=CC(=C(C2=CC=CC=C12)C(=O)O)N1CCC(CC1)CC=C